CN1CCC(CC1)C(=O)NC1=CC(=CC=C1)C1=CC=CC=2N1N=CC2C(=O)N2CCCCC2 1-Methyl-N-(3-(3-(piperidine-1-carbonyl)pyrazolo[1,5-a]Pyridin-7-yl)phenyl)piperidine-4-carboxamide